4-(methyl-(6-methylquinolin-3-yl)amino)piperidine-1-carboxylic acid tert-butyl ester C(C)(C)(C)OC(=O)N1CCC(CC1)N(C=1C=NC2=CC=C(C=C2C1)C)C